2-AMINO-4-HYDROXY-3-METHOXY-BENZALDEHYDE NC1=C(C=O)C=CC(=C1OC)O